[1-(4-aminophenyl)-4-phenyl-1H-pyrrol-2-yl](3,4,5-trimethoxyphenyl)methanone NC1=CC=C(C=C1)N1C(=CC(=C1)C1=CC=CC=C1)C(=O)C1=CC(=C(C(=C1)OC)OC)OC